PYRAZOLOTHIAZOLCARBOXAMIDE N1=NC(=C2C1=NCS2)C(=O)N